(biphenylyl){[phenyl(biphenylyl)triazineyl]phenyl}dibenzothiophene C1(=C(C=CC=C1)C1=C(C2=C(SC3=C2C=CC=C3)C=C1)C1=C(C=CC=C1)C1=NN=NC(=C1C1=C(C=CC=C1)C1=CC=CC=C1)C1=CC=CC=C1)C1=CC=CC=C1